CC1=C(N=NC(=C1C)N1CC=2C=C(C=NC2CC1)C=1C=NC=C(C1)C)C#N 4,5-dimethyl-6-(3-(5-methylpyridin-3-yl)-7,8-dihydro-1,6-naphthyridin-6(5H)-yl)pyridazine-3-carbonitrile